2-hydroxy-3-(isothiazol-5-yl)cyclohepta-2,4,6-trien-1-one OC=1C(C=CC=CC1C1=CC=NS1)=O